Dimethyl (2-oxo-3-phenoxypropyl) phosphate P(=O)(OC)(OC)OCC(COC1=CC=CC=C1)=O